CN1C=NC(=C1)C=1C=C(C=CC1NC1=NC=CC(=C1)C(F)(F)F)S(=O)(=O)N 3-(1-Methylimidazol-4-yl)-4-[[4-(trifluoromethyl)-2-pyridyl]amino]benzenesulfonamide